(rac)-N-(1-(3-(pyrimidin-2-yl)pyrazin-2-yl)ethyl)-5-(trifluoromethyl)nicotinamide N1=C(N=CC=C1)C=1C(=NC=CN1)[C@@H](C)NC(C1=CN=CC(=C1)C(F)(F)F)=O |r|